1-(2-(dimethylamino)ethyl)-N1-ethyl-N4-(4-(5-fluoro-1-methyl-1H-indol-3-yl)-7H-pyrrolo[2,3-d]pyrimidin-2-yl)-2-nitrobenzene-1,4-diamine CN(CCC1(C(C=C(C=C1)NC=1N=C(C2=C(N1)NC=C2)C2=CN(C1=CC=C(C=C21)F)C)[N+](=O)[O-])NCC)C